N-[4-(4,4-Dimethylcyclohexyl)-6-phenoxy-pyrimidin-2-yl]benzenesulfonamide CC1(CCC(CC1)C1=NC(=NC(=C1)OC1=CC=CC=C1)NS(=O)(=O)C1=CC=CC=C1)C